N1(CCOCC1)C[C@@]12C(C(C[C@H]1[C@@H]1CCC3CC(CC[C@]3(C)[C@H]1CC2)O)N2C=CC=C2)O (4-morpholinyl)-16-(1-pyrrolyl)-androstane-3,17-diol